(5,6,7,8-tetrahydronaphthalen-1-yl)methylamine C1(=CC=CC=2CCCCC12)CN